4-((4-isopropoxyphenyl)amino)-3-nitrobenzonitrile C(C)(C)OC1=CC=C(C=C1)NC1=C(C=C(C#N)C=C1)[N+](=O)[O-]